CS(=O)(=O)C1CN(C1)CCOC1=CC=2N(C=C1)C(=CN2)C2=CC(=NC=N2)NCC2=CC=C(C=C2)C=2C=NN(C2)C (6-{7-[2-(3-methanesulfonyl-azetidin-1-yl)-ethoxy]-imidazo[1,2-a]pyridin-3-yl}-pyrimidin-4-yl)-[4-(1-methyl-1H-pyrazol-4-yl)-benzyl]-amine